FC=1C=C(C=C(C1)F)C=1C=C2C(=NC1)N(CN2CC=2C=NC=CC2)C 6-(3,5-difluorophenyl)-3-methyl-1-(3-pyridylmethyl)imidazo[4,5-b]Pyridine